C(C)(C)(C)C=1C=C(N(N1)C1=CC=C(C=C1)C)NC(=O)NC=1SC(=CN1)CCC1=CC=NC=C1 1-(5-tert-Butyl-2-p-tolyl-2H-pyrazol-3-yl)-3-[5-(2-pyridin-4-yl-ethyl)-thiazol-2-yl]-urea